C(C)(C)(C)C1=C(C(=C(C(=C1)C)CN1C(N(C(N(C1=O)CC1=C(C(=C(C=C1C)C(C)(C)C)O)C)=O)CC1=C(C(=C(C=C1C)C(C)(C)C)O)C)=O)C)O 1,3,5-tris[(4-tert-butyl-3-hydroxy-2,6-dimethylphenyl)methyl]-1,3,5-triazinane-2,4,6-trione